ClC=1N=CC=2NC(=NC(C2N1)=O)C 6-chloro-2-methyl-1H-pyrimido[5,4-d]pyrimidin-4-one